FC(C(CC=C)(CC=C)O)(F)F 4-(trifluoromethyl)hepta-1,6-diene-4-ol